CCC(C(CC)O)O cis-3,4-Hexandiol